C(#N)C1=C(C=CC=C1F)NCCNC(C1=C(C=CC=C1)SCC1=NOC(=N1)C)=O N-[2-[(2-cyano-3-fluorophenyl)amino]ethyl]-2-[[(5-methyl-1,2,4-oxadiazol-3-yl)methyl]thio]-benzamide